NC1=NC2=CC=C(C=C2C=C1)C=1C(=C(C=CC1F)N1C(C=CC(=C1)Cl)OC)F N-[3-(2-aminoquinolin-6-yl)-2,4-difluorophenyl]-5-chloro-2-methoxypyridine